(4R)-4-[[(R)-tert-butylsulfinyl]amino]-2-methyl-spiro[4,6-dihydrocyclopenta[c]pyrazole-5,4'-piperidine]-1'-carboxylate C(C)(C)(C)[S@@](=O)N[C@H]1C=2C(=NN(C2)C)CC12CCN(CC2)C(=O)[O-]